tert-butyl (2-(2-chloro-4-(3-((2-(2,6-dioxopiperidin-3-yl)-1-oxoisoindolin-5-yl)methyl)ureido)phenethoxy)ethyl)(methyl)carbamate ClC1=C(CCOCCN(C(OC(C)(C)C)=O)C)C=CC(=C1)NC(=O)NCC=1C=C2CN(C(C2=CC1)=O)C1C(NC(CC1)=O)=O